NCCC[SiH](OCCCCCCCCCCCCCCCC)OCCCCCCCCCCCCCCOCCCCCCCCCCCC 3-aminopropyl-(dodecyloxy)tetradecyloxy(hexadecyloxy)silane